O1COC2=C1C=CC(=C2)/C=C/C(=O)C=2N(C=CC2)C (E)-3-(benzo[d][1,3]dioxol-5-yl)-1-(N-methyl-pyrrol-2-yl)prop-2-en-1-one